2-(6-(5-chloro-1-((6-(4-fluoro-3-methoxyphenyl) pyridin-3-yl)methyl)-1H-indazole-7-carboxamido)spiro[3.3]heptan-2-yl)ethyl acetate C(C)(=O)OCCC1CC2(C1)CC(C2)NC(=O)C=2C=C(C=C1C=NN(C21)CC=2C=NC(=CC2)C2=CC(=C(C=C2)F)OC)Cl